(S)-3-(1-hydroxypropan-2-yl)-8-morpholino-6-(6-(trifluoromethyl)pyridin-3-yl)pyrido[3,4-d]pyrimidin-4(3H)-one OC[C@H](C)N1C=NC2=C(C1=O)C=C(N=C2N2CCOCC2)C=2C=NC(=CC2)C(F)(F)F